CC1=CNC2=NC=C(C=C21)C=2C=C1CCN(CC1=C(C2)[C@H]2N(CCC2)C(=O)OC(C)(C)C)C(=O)N2C1COCC2CC1 tert-butyl (S)-2-[6-(3-methyl-1H-pyrrolo[2,3-b]pyridin-5-yl)-2-(3-oxa-8-azabicyclo[3.2.1]octane-8-carbonyl)-1,2,3,4-tetrahydroisoquinolin-8-yl]pyrrolidine-1-carboxylate